C(C)(C)(C)OC(=O)N(C(OC(C)(C)C)=O)C1=NC=C(C=2C1=CN(N2)C2OCCCC2)NC(C(=O)N(CC2=NC=C(C=C2)C(F)(F)F)CC2=C(C=CC=C2)C)=O tert-butyl N-tert-butoxycarbonyl-N-[7-[[2-[o-tolylmethyl-[[5-(trifluoromethyl)-2-pyridyl]methyl]amino]-2-oxo-acetyl]amino]-2-tetrahydropyran-2-yl-pyrazolo[4,3-c]pyridin-4-yl]carbamate